FC=1C(=C(C=CC1F)[C@H]1[C@@H](CO[C@](C1)(C(F)(F)F)C)C=1NC2=CC=NC(=C2C(C1)=O)N1C[C@H](CC1)C(=O)N)OC (S)-1-(2-((3R,4R,6R)-4-(3,4-Difluoro-2-methoxyphenyl)-6-methyl-6-(trifluoromethyl)tetrahydro-2H-pyran-3-yl)-4-oxo-1,4-dihydro-1,6-naphthyridin-5-yl)pyrrolidine-3-carboxamide